ethyl (S,E)-2-(6-(1-((tert-butylsulfinyl)imino)ethyl)-1-(cyclopropylmethyl)-1H-pyrrolo[2,3-b]pyridin-2-yl)-5-methoxy-3-methylimidazo[1,2-a]pyridine-7-carboxylate C(C)(C)(C)[S@](=O)\N=C(/C)\C1=CC=C2C(=N1)N(C(=C2)C=2N=C1N(C(=CC(=C1)C(=O)OCC)OC)C2C)CC2CC2